C(C)(=O)C=1C=C(C=CC1)N1N=C(C=C1)NC(=O)N[C@H]1CCOC2=C(C=CC=C12)Cl 1-[1-(3-acetylphenyl)pyrazol-3-yl]-3-[(4S)-8-chlorochroman-4-yl]urea